C(#N)CC(=O)N1C[C@@H](CCC1)OC1=NC=C(C2=CC(=C(C=C12)OC(C)C)C(=O)N)C=1C=NN(C1)C1CC(C1)N(C)C 1-(((R)-1-(2-cyanoacetyl)piperidin-3-yl)oxy)-4-(1-((1s,3S)-3-(dimethylamino)cyclobutyl)-1H-pyrazol-4-yl)-7-isopropoxyisoquinoline-6-carboxamide